L-histidine acetate C(C)(=O)O.N[C@@H](CC1=CNC=N1)C(=O)O